ClC1=C(C(=CC=C1)Cl)C1=CC(=CC=C1)[C@H](CC(=O)OCC)NC(=O)NC=1C(N(C=CC1O)C)=O ethyl (S)-3-(2',6'-dichlorobiphenyl-3-yl)-3-(3-(4-hydroxy-1-methyl-2-oxo-1,2-dihydropyridin-3-yl)ureido)propanoate